rel-3-(5-fluoro-2-methyl-6-{[(1r,4r)-4-(trifluoromethyl)cyclohexyl]oxy}-pyrimidin-4-yl)-4-(2,2,2-trifluoroethyl)-1H,4H,5H-pyrrolo[3,2-b]pyridin-5-one FC=1C(=NC(=NC1OC1CCC(CC1)C(F)(F)F)C)C1=CNC2=C1N(C(C=C2)=O)CC(F)(F)F